COC(C1CCN(CC1)C1=CC=C(C=C1)[C@@H]1C=2C=CC(=CC2C(C[C@@H]1C1=CC=C(C=C1)C)(F)F)O)OC (5R,6S)-5-(4-(4-(dimethoxymethyl)piperidin-1-yl)phenyl)-8,8-difluoro-6-(p-tolyl)-5,6,7,8-tetrahydronaphthalen-2-ol